tert-butyl (3-((2-aminoethyl)(methyl)amino)propyl)-carbamate NCCN(CCCNC(OC(C)(C)C)=O)C